C1(CC1)C=1C(=C2C=NNC2=CC1C)C1=C(C=2N=C(N=C(C2C=N1)N1CC2(CC(C2)O)CCC1)OC[C@]12CCCN2C[C@@H](C1)F)F (2R,4R)-6-(7-(5-cyclopropyl-6-methyl-1H-indazol-4-yl)-8-fluoro-2-(((2R,7aS)-2-fluorotetrahydro-1H-pyrrolizin-7a(5H)-yl)methoxy)pyrido[4,3-d]pyrimidin-4-yl)-6-azaspiro[3.5]nonan-2-ol